N-hydroxy-4-(hydroxymethyl)benzamidine ONC(C1=CC=C(C=C1)CO)=N